3-[[2-ethyl-4-[3-fluoro-5-isobutyl-2-(2H-tetrazol-5-yl)-phenyl]piperazin-1-yl]methyl]pyridazine C(C)C1N(CCN(C1)C1=C(C(=CC(=C1)CC(C)C)F)C=1N=NNN1)CC=1N=NC=CC1